3-[4-(4-Aminopiperidin-1-yl)-7-chloro-3-(3,5-dimethylphenyl)cinnolin-6-yl]-5-fluorobenzamid NC1CCN(CC1)C1=C(N=NC2=CC(=C(C=C12)C=1C=C(C(=O)N)C=C(C1)F)Cl)C1=CC(=CC(=C1)C)C